5-Bromoindole BrC=1C=C2C=CNC2=CC1